N1=C(C=C2N1C=C1C(N2)=CN=C1)C(=O)N 4H-pyrazolo[1,5-a]pyrrolo[3,4-d]pyrimidine-2-carboxamide